naphtho[1,2-b]thiophen-7-ol S1C2=C(C=C1)C=CC1=CC(=CC=C12)O